tetratolylporphyrin chloride [Cl-].C1(=C(C=CC=C1)C1=C2C=CC(C(=C3C=CC(=C(C=4C=CC(=C(C5=CC=C1N5)C5=C(C=CC=C5)C)N4)C4=C(C=CC=C4)C)N3)C3=C(C=CC=C3)C)=N2)C